methyl-D-proline CN1[C@H](CCC1)C(=O)O